Sodium tricosyl sulfate S(=O)(=O)(OCCCCCCCCCCCCCCCCCCCCCCC)[O-].[Na+]